FC1=C(C=CC(=C1)C(F)(F)F)NC(=O)C1C(C(CCC1)C1=CC=C(C=C1)N(S(=O)(=O)C=1C=CC2=C(C=CO2)C1)C)C(=O)O 2-((2-fluoro-4-(trifluoromethyl)phenyl)carbamoyl)-6-(4-(N-methylbenzofuran-5-sulfonamido)phenyl)cyclohexane-1-carboxylic acid